3-benzoylamino-2-(p-tolyl)propionic acid C(C1=CC=CC=C1)(=O)NCC(C(=O)O)C1=CC=C(C=C1)C